CN(C1=CC=C2C=C(C(NC2=C1)=O)C(=O)NC1CS(C=C1)(=O)=O)C 7-dimethylamino-N-(1,1-dioxo-2,3-dihydrothiophen-3-yl)-2-oxo-1,2-dihydroquinoline-3-carboxamide